4-((S)-2-aminopropanamido)benzyl (((E)-5-hydroxy-4-methylpent-3-en-1-yl)(phenoxy)phosphoryl)-L-alaninate OC/C(=C/CCP(=O)(OC1=CC=CC=C1)N[C@@H](C)C(=O)OCC1=CC=C(C=C1)NC([C@H](C)N)=O)/C